C1=NC(=O)NC(=O)C1=O oxouracil